CN1N=C(C=C1B(O)O)CC 1-METHYL-3-ETHYL-1H-PYRAZOLE-5-BORONIC ACID